2-chloro-N-(2-hydroxyethyl)acetamide C(CO)NC(=O)CCl